BrC1=C2C(=C3C(=NC(=NC3=C1)Cl)Cl)N=CN2C 4-bromo-7,9-dichloro-3-methyl-3H-imidazo[4,5-f]quinazoline